2-hydroxy-[4'-(2-hydroxyethoxy)phenyl]-2-methylpropiophenone OC(C(=O)C1=CC=CC=C1)(CC1=CC=C(C=C1)OCCO)C